N1N=CC2=C(C=CC=C12)[C@H]1N(C[C@@H](CC1)C)C(C(=O)NC1=NC=CC=C1C(=O)N)=O [[2-[(2S,5R)-2-(1H-indazol-4-yl)-5-methyl-1-piperidyl]-2-oxo-acetyl]amino]pyridine-3-carboxamide